CC=1C(=NC(=C(C(=O)O)C1C)C)N1CC(N(CC1)C(=O)C1=CC=C2C(=N1)C(CN2C2=CC(=C(C=C2)Cl)F)(C)C)(C)C methyl-6-(4-(1-(4-chloro-3-fluorophenyl)-3,3-dimethyl-2,3-dihydro-1H-pyrrolo[3,2-b]pyridine-5-carbonyl)-3,3-dimethylpiperazin-1-yl)-2,4-dimethylnicotinic acid